C1(=C(C(=CC=C1)C(=O)NN)C(=O)NN)C(=O)NN 1,2,3-benzenetrihydrazide